C(=C)C1=CC(=CC=C1)C=C 1,3-divinylbenzene